t-butyl fluoroacetate FCC(=O)OC(C)(C)C